OC1=C(C=CC(=C1)O)CC(C)=O (2,4-dihydroxyphenyl)propanone